COC1(CC(C1)C(=O)OCC)OC ethyl 3,3-dimethoxycyclobutane-1-carboxylate